2,3,4,5-tetrahydro-1H-2-benzazepin C1NCCCC2=C1C=CC=C2